CC1=C(C(NC(=C1)C)=O)CC1=C2C(=C(N(C2=CC=C1)C(C)C)C)C(=O)N ((4,6-dimethyl-2-oxo-1,2-dihydropyridin-3-yl)methyl)-1-isopropyl-2-methyl-1H-indole-3-carboxamide